C(C)(C)(C)OC(=O)NS(=O)(=O)N(CCC1CN(C1)C(=O)OC(C)(C)C)C1CC1 tert-butyl 3-(2-((N-(tert-butoxycarbonyl)sulfamoyl) (cyclopropyl)amino)ethyl)azetidine-1-carboxylate